2-((1H-indol-5-yl)amino)-7-cyclopentyl-7H-pyrrolo[2,3-d]pyrimidine-6-carbonitrile N1C=CC2=CC(=CC=C12)NC=1N=CC2=C(N1)N(C(=C2)C#N)C2CCCC2